2-(((trans)-3-amino-3-methylcyclobutyl)amino)-8-(ethylamino)pyrido[3,4-d]pyrimidine-6-carbonitrile NC1(CC(C1)NC=1N=CC2=C(N1)C(=NC(=C2)C#N)NCC)C